ethyl 3-[(2-acetyl-5-bromophenyl)amino]-3-oxopropanoate C(C)(=O)C1=C(C=C(C=C1)Br)NC(CC(=O)OCC)=O